C1(CC2C(CC1)O2)CC[SiH3] [2-(3,4-epoxycyclohexyl)ethyl]silane